C(C#C)NC=1C=2N=CN([C@H]3[C@H](O)[C@H](O)[C@@H](CO)O3)C2N=CN1 N6-propargyl-adenosine